N-methyl-1,3-diaminopropane CNCCCN